1-(2-(4-ethylpiperazin-1-yl)-4-methylquinolin-6-yl)-3-(3-(piperidin-1-yl)propyl)thiourea C(C)N1CCN(CC1)C1=NC2=CC=C(C=C2C(=C1)C)NC(=S)NCCCN1CCCCC1